methyl (3S)-3-(3-(3,5-dimethyl-1H-pyrazol-1-yl)phenyl)-4-(8-fluoro-2-(2-(5,6,7,8-tetrahydro-1,8-naphthyridin-2-yl)ethyl)-2,6-diazaspiro[3.4]octan-6-yl)butanoate CC1=NN(C(=C1)C)C=1C=C(C=CC1)[C@H](CC(=O)OC)CN1CC2(CN(C2)CCC2=NC=3NCCCC3C=C2)C(C1)F